2-(4-(2-((tert-butyldimethylsilyloxy)oxy)ethyl)phenyl)-2-methylpropanenitrile [Si](C)(C)(C(C)(C)C)OOCCC1=CC=C(C=C1)C(C#N)(C)C